C(C)(=O)OCC([C@H]1CC[C@H]2[C@@H]3CC=C4C[C@H](CC[C@]4(C)[C@H]3CC[C@]12C)O)=O (3β)-21-(acetyloxy)-3-hydroxy-pregn-5-en-20-one